COC([C@H](CC1=CC=2N(C=C1C)C=NN2)C)=O.ClC=2C(=NC=CN2)OCC=O 2-((3-chloropyrazin-2-yl)oxy)ethan-1-one methyl-(2S)-2-methyl-3-(6-methyl-[1,2,4]triazolo[4,3-a]pyridin-7-yl)propanoate